trans-3-{[4-(trifluoromethyl)benzyl]oxy}cyclobutane-1-carboxylic acid FC(C1=CC=C(CO[C@@H]2C[C@H](C2)C(=O)O)C=C1)(F)F